CC1N(CC(C=C1)CCCC)C=1N(C2=CC=CC=C2C1)CCCC methyl-5-butyl-1-(1-butyl-1H-indol-2-yl)-5H-pyridine